CC(C)=C1CCC(CC1)O 4-(Propan-2-ylidene)cyclohexane-1-ol